6-[2-(3,4-dimethoxyphenyl)-6-methyl-3-oxo-pyridazine-4-carbonyl]-2,2,4,4-tetramethyl-cyclohexane-1,3,5-trione COC=1C=C(C=CC1OC)N1N=C(C=C(C1=O)C(=O)C1C(C(C(C(C1=O)(C)C)=O)(C)C)=O)C